C1(CC2C(CC1)O2)C(C)O[Si](OCC)(OCC)CCC (3,4-epoxycyclohexyl)-propyltriethoxysilane